(E)-1-[2-Hydroxy-4-(hydroxymethyl)-6-methoxyphenyl]-3-phenylprop-2-en-1-one OC1=C(C(=CC(=C1)CO)OC)C(\C=C\C1=CC=CC=C1)=O